ClC=1C=NC=C(C1[C@@H](C)OC=1C=C2C(=NN(C2=CC1OC)C1OCCCC1)C=1C=C(C(=NC1)N1CC(C1)(CNC)C)C#N)Cl 5-[5-[(1R)-1-(3,5-dichloro-4-pyridyl)ethoxy]-6-methoxy-1-tetrahydropyran-2-yl-indazol-3-yl]-2-[3-methyl-3-(methylaminomethyl)azetidin-1-yl]pyridine-3-carbonitrile